C(C)(C)(C)C1=NC(=NO1)C(=O)NCC1=C(C=C(C=C1)C1=NC=NN2C1=CC(=C2)N2C[C@@H](N(CC2)C)C)C (S)-5-(tert-butyl)-N-(4-(6-(3,4-dimethylpiperazin-1-yl)pyrrolo[2,1-f][1,2,4]triazin-4-yl)-2-methylbenzyl)-1,2,4-oxadiazole-3-carboxamide